2,4,4,4-tetrafluoro-3-methylbutanoic acid FC(C(=O)O)C(C(F)(F)F)C